C(CCC)C(C(=O)OCCCC)C(C(=O)OCCCC)CCCC din-butyl 2,3-di-n-butylsuccinate